N-(5-Chloro-1-(2,6-dimethoxyphenyl)-2-(6-ethoxypyridin-2-yl)-1H-imidazo[4,5-b]pyrazin-6-yl)cyclopropansulfonamid ClC=1N=C2C(=NC1NS(=O)(=O)C1CC1)N(C(=N2)C2=NC(=CC=C2)OCC)C2=C(C=CC=C2OC)OC